OC1=C(C=C(C=C1)NC(=O)C(=C)C)N1N=C2C(=N1)C=CC(=C2)Cl 2-(2'-hydroxy-5'-methacrylaminophenyl)-5-chlorobenzotriazole